(S)-(1-((tert-butyldiphenylsilyl)oxy)-6-methyl-5-oxoheptan-2-yl)carbamic acid tert-butyl ester C(C)(C)(C)OC(N[C@H](CO[Si](C1=CC=CC=C1)(C1=CC=CC=C1)C(C)(C)C)CCC(C(C)C)=O)=O